FC(F)(F)N1CCC2=CC=CC(=C12)C(=O)N (trifluoromethyl)indoline-7-carboxamide